tert-butyl (2R,5S)-5-[2-(4-chloro-3-fluorophenoxy)acetamido]-2-{[(1s,3s)-3-(trifluoromethoxy)cyclobutyl]carbamoyl}piperidine-1-carboxylate ClC1=C(C=C(OCC(=O)N[C@H]2CC[C@@H](N(C2)C(=O)OC(C)(C)C)C(NC2CC(C2)OC(F)(F)F)=O)C=C1)F